Cl.Cl.FC(C=1C=C2C(=NC=NC2=CC1)NC1C(NCC1)=O)(F)F 3-((6-(trifluoromethyl)quinazolin-4-yl)amino)pyrrolidin-2-one, dihydrochloride